(S,E)-2-hydroxyethyl(1-((1-((1H-benzo[d]imidazol-2-yl)methyl)-2-oxo-1,2-dihydropyridin-3-yl)amino)-7-amino-1,7-dioxohept-5-en-2-yl)carbamate OCCOC(N[C@H](C(=O)NC=1C(N(C=CC1)CC1=NC2=C(N1)C=CC=C2)=O)CC\C=C\C(=O)N)=O